O=C1NC(CCC1NC1=CC(=C(C=C1)C1CCN(CC1)C1CCN(CC1)C(=O)OC(C)(C)C)F)=O tert-butyl 4-(4-((2,6-dioxopiperidin-3-yl)amino)-2-fluorophenyl)-[1,4'-bipiperidine]-1'-carboxylate